Ethyl 3-[[5,7-difluoro-2-(4-fluorophenyl)-1H-indol-3-yl]methyl]cyclobutanecarboxylate FC=1C=C2C(=C(NC2=C(C1)F)C1=CC=C(C=C1)F)CC1CC(C1)C(=O)OCC